COCCNC(C=C)=O N-(2-methoxyethyl)prop-2-enamide